3-chloro-4-{[3-(8-{[(3S,4R)-3-fluoro-1-methylpiperidin-4-yl]amino}-3-(2,2,2-trifluoroethyl)imidazo[1,2-a]pyridin-2-yl)prop-2-yn-1-yl]amino}-N-methylbenzamide ClC=1C=C(C(=O)NC)C=CC1NCC#CC=1N=C2N(C=CC=C2N[C@H]2[C@H](CN(CC2)C)F)C1CC(F)(F)F